ClC1=CC=C(C=C1)C=1C=2N(C=C(C1)C1=CC=C(C=C1)F)C=C(N2)C2=CC=CC=C2 8-(4-chlorophenyl)-6-(4-fluorophenyl)-2-phenylimidazo[1,2-a]pyridine